C(C)(C)OB1OC(C(O1)(C)C)(C)C 2-isoPropoxy-4,4,5,5-tetramethyl-1,3,2-dioxaborolane